S(=O)(=O)([O-])C1=C(C=CC=C1)P(C1=CC=CC=C1)C1=C(C=CC=C1)S(=O)(=O)[O-] bis(sulfonatophenyl)phenylphosphine